(2R,5R)-3-(4-amino-2-fluorophenethyl)-2-(1-(4-bromophenyl)-3-(1H-pyrrol-3-yl)-1H-pyrazol-4-yl)-5-methyloxazolidin-4-one NC1=CC(=C(CCN2[C@H](O[C@@H](C2=O)C)C=2C(=NN(C2)C2=CC=C(C=C2)Br)C2=CNC=C2)C=C1)F